C(C)N1SC(N(C1=O)CC1=CC=C(C=C1)[N+](=O)[O-])=O 2-Ethyl-4-(4-nitrobenzyl)-1,2,4-thiadiazolidine-3,5-dione